CN(C=O)N methylformylhydrazine